BrC=1C=C(C=CC1)C1(CC(C1)OC)C(=O)O (1r,3r)-1-(3-bromophenyl)-3-methoxycyclobutane-1-carboxylic acid